benzyl N-[(1S)-1-[(2S,5S,6R)-5-azido-6-[(1R,2R,3S,4R,6S)-4,6-diazido-2,3-dihydroxy-cyclohexoxy]tetrahydropyran-2-yl]propyl]-N-benzyl-carbamate N(=[N+]=[N-])[C@H]1CC[C@H](O[C@@H]1O[C@H]1[C@@H]([C@H]([C@@H](C[C@@H]1N=[N+]=[N-])N=[N+]=[N-])O)O)[C@H](CC)N(C(OCC1=CC=CC=C1)=O)CC1=CC=CC=C1